(6-chloro-4-(4-(hydroxymethyl)-4-methyl-1-piperidinyl)-3-pyridinyl)but-3-yn-1-ol ClC1=CC(=C(C=N1)C(CC#C)O)N1CCC(CC1)(C)CO